methyl 1-benzyl-4,4-dimethyl-6-oxopiperidine-3-carboxylate C(C1=CC=CC=C1)N1CC(C(CC1=O)(C)C)C(=O)OC